2-ethylhexyl citrate di-oxalate C(C(=O)O)(=O)O.C(C(=O)O)(=O)O.C(CC(O)(C(=O)O)CC(=O)O)(=O)OCC(CCCC)CC